N-(2-hydroxyethyl)-3-(1H-imidazol-4-yl)propanamide OCCNC(CCC=1N=CNC1)=O